1,6-bis(methacryloyloxycarbonylamino)-2,2,4-trimethylhexane C(C(=C)C)(=O)OC(=O)NCC(CC(CCNC(=O)OC(C(=C)C)=O)C)(C)C